1,2-dilauroyl-sn-glycero-3-phosphate C(CCCCCCCCCCC)(=O)OC[C@@H](OC(CCCCCCCCCCC)=O)COP(=O)(O)O